I[C@H]1[C@@H](C[C@@H]2NC(O[C@@H]21)=O)C(=O)OC methyl (3aS,5S,6S,6aS)-6-iodo-2-oxohexahydro-2H-cyclopenta[d]oxazole-5-carboxylate